(S)-N'-((1,2,3,5,6,7-hexahydro-s-indacen-4-yl)carbamoyl)-4-(hydroxymethyl)-2-(2-hydroxypropan-2-yl)thiazole-5-sulfonimidamide C1CCC2=C(C=3CCCC3C=C12)NC(=O)N=[S@@](=O)(N)C1=C(N=C(S1)C(C)(C)O)CO